3-(((3-(4'-((S,E)-4-hydroxy-3-(2-((S)-1-hydroxyethyl)-1H-imidazol-1-yl)but-1-en-1-yl)-[1,1'-biphenyl]-4-yl)cyclobutyl)methyl)amino)propane-1,2-diol OC[C@H](/C=C/C1=CC=C(C=C1)C1=CC=C(C=C1)C1CC(C1)CNCC(CO)O)N1C(=NC=C1)[C@H](C)O